(6-(benzofuran-5-yl)-5-methylpyridazin-3-yl)(1-methylpiperidin-3-yl)methanol O1C=CC2=C1C=CC(=C2)C2=C(C=C(N=N2)C(O)C2CN(CCC2)C)C